(7-((2S,5R)-4-(1-(2-(1-(difluoromethoxy)ethyl)-4-fluorophenyl)ethyl)-2,5-dimethylpiperazin-1-yl)-4-methyl-5-oxo-4,5-dihydro-2H-pyrazolo[4,3-b]pyridin-2-yl)acetonitrile FC(OC(C)C1=C(C=CC(=C1)F)C(C)N1C[C@@H](N(C[C@H]1C)C=1C=2C(N(C(C1)=O)C)=CN(N2)CC#N)C)F